2-Methyl-1,2,3,4-tetrahydroisoquinolin-7-amine CN1CC2=CC(=CC=C2CC1)N